C(=CC)N1CCN(CC1)C1=C(C(=NC2=C(C(=C(C=C12)Cl)C1=CC=C(C2=C1N=C(S2)N)F)F)C2=CC=NN2C)C#N 4-(4-propenylpiperazin-1-yl)-7-(2-amino-7-fluorobenzo[d]thiazol-4-yl)-6-chloro-8-fluoro-2-(1-methyl-1H-pyrazol-5-yl)quinoline-3-carbonitrile